6-(2-Hydroxy-2-methylpropyloxy)-4-(6-(6-(6-methoxypyridin-3-yl)-3,6-diazabicyclo[3.1.1]hept-3-yl)pyridin-3-yl)pyrazolo[1,5-a]pyridine-3-carbonitrile OC(COC=1C=C(C=2N(C1)N=CC2C#N)C=2C=NC(=CC2)N2CC1N(C(C2)C1)C=1C=NC(=CC1)OC)(C)C